3-acetylamino-N-[4-fluoro-5-(2-morpholin-4-ylpyrimidin-5-yl)-2-[(3R,5S)-3,4,5-trimethylpiperazin-1-yl]phenyl]benzamide C(C)(=O)NC=1C=C(C(=O)NC2=C(C=C(C(=C2)C=2C=NC(=NC2)N2CCOCC2)F)N2C[C@H](N([C@H](C2)C)C)C)C=CC1